CC1CN(C2=CC(=CC=C12)C(=O)NC1=CC(=CC(=C1)C(F)(F)F)N1C=NC(=C1)C)C(=O)C=1C=C2C(=NC1)NN=C2 3-methyl-N-(3-(4-methyl-1H-imidazol-1-yl)-5-(trifluoromethyl)phenyl)-1-(1H-pyrazolo[3,4-b]pyridine-5-carbonyl)indoline-6-carboxamide